S1C=C(C=C1)C(=O)O 3-Thiophene-carboxylic acid